C(\C=C\C(=O)O)(=O)O.NC1=C(N=C(C(=N1)N1CCC2(CC1)[C@@H](C1=CC=CC=C1C2)N)F)SC2=C(C(=NC=C2)N)Cl (S)-1'-(6-amino-5-((2-amino-3-chloropyridin-4-yl)thio)-3-fluoropyrazin-2-yl)-1,3-dihydrospiro[inden-2,4'-piperidin]-1-amine fumarate salt